2-n-propyl-heptyl alcohol C(CC)C(CO)CCCCC